ClC=1N=CC(=NC1)C(=O)NC=1SC(=C(N1)C1=CC(=CC(=C1)C(F)(F)F)F)CN1[C@@H](CCC1)C 5-chloro-N-(4-[3-fluoro-5-(trifluoromethyl)phenyl]-5-{[(2R)-2-methylpyrrolidin-1-yl]methyl}-1,3-thiazol-2-yl)pyrazine-2-carboxamide